(S)-1'-(5-((3-chloropyridin-4-yl)thio)-1H-imidazo[4,5-b]pyrazin-2-yl)-4-fluoro-1,3-dihydrospiro[indene-2,4'-piperidin]-1-amine ClC=1C=NC=CC1SC=1N=C2C(=NC1)NC(=N2)N2CCC1(CC2)[C@@H](C2=CC=CC(=C2C1)F)N